N-(4-(4-(1-methyl-1H-pyrazole-5-carbonyl)piperazin-1-yl)phenyl)-4-((8-methyl-2,3-dihydro-1H-pyrido[2,3-b][1,4]oxazin-7-yl)amino)-2-oxo-1,2-dihydropyridine-3-carboxamide CN1N=CC=C1C(=O)N1CCN(CC1)C1=CC=C(C=C1)NC(=O)C=1C(NC=CC1NC1=C(C2=C(OCCN2)N=C1)C)=O